ethyl 2-[[(3R)-3-amino-4-(tert-butoxycarbonylamino)-butanoyl]amino]-4-methyl-thiazole-5-carboxylate N[C@H](CC(=O)NC=1SC(=C(N1)C)C(=O)OCC)CNC(=O)OC(C)(C)C